4,4-dithiodibutyric acid C(CC(=O)O)CSSCCCC(=O)O